FC(CCCC[NH3+])F difluoropentyl-ammonium